C(C)(=O)OC[C@H]1O[C@H]([C@@H]([C@H]([C@H]1OC(C)=O)OC(C)=O)OC(C)=O)OC1=C(C=C(C=C1)CO)[N+](=O)[O-] [(2R,3S,4S,5R,6S)-3,4,5-triacetoxy-6-[4-(hydroxymethyl)-2-nitro-phenoxy]tetrahydropyran-2-yl]methyl acetate